2-(1-acetylpiperidin-4-yl)-7-amino-6-chloro-8-nitro-4H-chromen-4-one C(C)(=O)N1CCC(CC1)C=1OC2=C(C(=C(C=C2C(C1)=O)Cl)N)[N+](=O)[O-]